BrC(C(=O)OC(C)(C)C)(C)C tert-Butyl 2-bromo-2-methylpropanoate